3-(4-chlorobenzyl)azepan-2-one ClC1=CC=C(CC2C(NCCCC2)=O)C=C1